dimethyl(octadecyl)ammonium C[NH+](CCCCCCCCCCCCCCCCCC)C